methyl 4-((7-hydroxy-3-iodo-5-((methoxycarbonyl)amino)-1H-pyrazolo[4,3-d]pyrimidin-1-yl)methyl)-5-methoxypicolinate OC=1C2=C(N=C(N1)NC(=O)OC)C(=NN2CC2=CC(=NC=C2OC)C(=O)OC)I